4-azidoaniline hydrochloride Cl.N(=[N+]=[N-])C1=CC=C(N)C=C1